4-[2-amino-5-[3-(difluoromethyl)phenyl]-4-ethyl-3-pyridyl]phenol NC1=NC=C(C(=C1C1=CC=C(C=C1)O)CC)C1=CC(=CC=C1)C(F)F